CC(C)([C@@H](C)C(C1[C@@](C)([C@H]2C(C[C@H]3C4=CC=C5CC(CC[C@]5(C)[C@H]4CC[C@]23C)O)O1)O)O)O 16,22-epoxy-ergosta-5,7-dien-3,20,23,25-tetraol